C1=CC=C2C(=C1)C3=CC4=NC5=CC=CC(=C5C4=CC3=N2)C=O formylindolo(3,2-B)carbazole